FC=1C=C(C=C(C1)F)C=1CC(OC1)(C(=O)N[C@H]1C=C[C@H](C1)C(=O)OC)C methyl (1S,4R)-4-[[4-(3,5-difluorophenyl)-2-methyl-3H-furan-2-carbonyl]amino]cyclopent-2-ene-1-carboxylate